(2R,6S)-4-[5-(cyclobutylmethoxy)pyrimidin-2-yl]-2,6-dimethylpiperazine-1-carboxylic acid 2-benzyl-2-azaspiro[3.3]hept-6-yl ester C(C1=CC=CC=C1)N1CC2(C1)CC(C2)OC(=O)N2[C@@H](CN(C[C@@H]2C)C2=NC=C(C=N2)OCC2CCC2)C